N-Oleoyl-D-sphingosine CCCCCCCCCCCCC/C=C/[C@H]([C@H](CO)NC(=O)CCCCCCC/C=C\CCCCCCCC)O